C(C1=CC=CC=C1)C1=NN(C2=CC=CC(=C12)Br)CC(=O)OCC ethyl 2-(3-benzyl-4-bromoindazol-1-yl)acetate